FC(C=1C=C(CN2C(C3=NN(C(=C3C2)I)C2=C(C=CC=C2CC)CC)(C)C)C=C(C1)C(F)(F)F)(F)F 5-(3,5-bis(trifluoromethyl)benzyl)-2-(2,6-diethylphenyl)-3-iodo-6,6-dimethyl-2,4,5,6-tetrahydropyrrolo[3,4-c]Pyrazole